C1(CC1)OCCOC=1C=C2C(=NC(=NC2=C(C1OC)F)C)NC(C)C=1C(=C(C=CC1)C(C(C)(O)C)(F)F)F 1-(3-(1-((6-(2-cyclopropoxyethoxy)-8-fluoro-7-methoxy-2-methylquinazoline-4-yl)amino)ethyl)-2-fluorophenyl)-1,1-difluoro-2-methylpropan-2-ol